2,2-dimethyl-4,5-di-p-tolyl-2H-imidazole CC1(N=C(C(=N1)C1=CC=C(C=C1)C)C1=CC=C(C=C1)C)C